4-((1R,3R)-3-hydroxycycloheptylamino)-2-((1r,4R)-4-methoxycyclohexylamino)pyrimidine-5-carboxamide O[C@H]1C[C@@H](CCCC1)NC1=NC(=NC=C1C(=O)N)NC1CCC(CC1)OC